tert-butyl (3S)-3-[[3-(2-bromoethoxy)phenoxy]methyl]pyrrolidine-1-carboxylate BrCCOC=1C=C(OC[C@@H]2CN(CC2)C(=O)OC(C)(C)C)C=CC1